CN(C(=O)NC1=CC(=C(C=C1)CCl)CCl)C N,N-dimethyl-N'-(3,4-dichloromethyl-phenyl)urea